ON=C1CCC2(CCN(CC2)C(=O)OC(C)(C)C)CC1 tertbutyl 9-hydroxyimino-3-azaspiro[5.5]undecane-3-carboxylate